C(C1=CC=CC=C1)N1C(=CC(=C1)C1=C(C=CC(=C1)F)F)[C@@H](C(C)(C)C)NC[C@@H]1CN(C[C@@H]1F)C(=O)OCC[Si](C)(C)C 2-(Trimethylsilyl)ethyl (3R,4R)-3-[({(1R)-1-[1-benzyl-4-(2,5-difluorophenyl)-1H-pyrrol-2-yl]-2,2-dimethylpropyl}amino)methyl]-4-fluoropyrrolidine-1-carboxylate